BrC=1C(N(C(C1Br)=O)CC(=O)O)=O 2-(3,4-dibromo-2,5-dioxo-2,5-dihydro-1H-pyrrol-1-yl)acetic acid